8-bromo-2-methyl-3,4-dihydropyrido[4',3':4,5]pyrrolo[1,2-a]pyrazin-1(2H)-one BrC1=CC=2C=C3N(CCN(C3=O)C)C2C=N1